CC=1C=C(C=CC1O)C(C)(C)C1=CC(=C(C=C1)O)C 2,2-bis-(3'-methyl-4'-hydroxyphenyl)propane